CN(C1(CCN(CC1)C1=CC=C(C=C1)C1=NNC=2C1=NN(C(C2)=O)C2=C(C=CC=C2OC)F)C)C 3-(4-(4-(dimethylamino)-4-methylpiperidin-1-yl)phenyl)-5-(2-fluoro-6-methoxyphenyl)-1H-pyrazolo[4,3-c]pyridazin-6(5H)-one